2,4,6-triiodo-1,3-benzene-dicarboxylic acid IC1=C(C(=CC(=C1C(=O)O)I)I)C(=O)O